N-(4-((2-(1,1-difluoroethyl)-6-ethylpyrimidin-4-yl)amino)-5-(6-morpholinopyridazin-3-yl)pyridin-2-yl)acetamide FC(C)(F)C1=NC(=CC(=N1)NC1=CC(=NC=C1C=1N=NC(=CC1)N1CCOCC1)NC(C)=O)CC